N[C@H](C(=O)N(C)CC(=O)N(C)C(CC1=CC2=C(OCO2)C=C1)C)CC1=CC=CC=C1 (2S)-2-amino-N-[2-[[2-(1,3-benzodioxol-5-yl)-1-methyl-ethyl]-methyl-amino]-2-oxo-ethyl]-N-methyl-3-phenyl-propanamide